2-(3-(isopropylamino)-5-((1s,3s)-3-methoxy-1-(4-methyl-4H-1,2,4-triazol-3-yl)cyclobutyl)phenyl)-6-(((1-methylcyclobutyl)amino)methyl)-4-(trifluoromethyl)isoindolin-1-one C(C)(C)NC=1C=C(C=C(C1)C1(CC(C1)OC)C1=NN=CN1C)N1C(C2=CC(=CC(=C2C1)C(F)(F)F)CNC1(CCC1)C)=O